S1C=NCC1 4,5-Dihydro-1,3-thiazol